P-Coumaraldehyde C1=CC(=CC=C1/C=C/C=O)O